N-(4-cyclobutyl-1-methyl-5-(2-(trifluoromethyl)thiazol-5-yl)-1H-pyrazol-3-yl)-2-(1-(trifluoromethyl)cyclopropyl)acetamide C1(CCC1)C=1C(=NN(C1C1=CN=C(S1)C(F)(F)F)C)NC(CC1(CC1)C(F)(F)F)=O